bis(2-(hexylthio)ethyl)11-(2-(diethylamino)ethyl)-5,17-bis(4-(2-(hexylthio)ethoxy)-4-oxobutyl)-7,15-dioxo-6,8,14,16-tetraoxa-11-azahenicosandioate C(CCCCC)SCCOC(CCCC(OC(OCCN(CCOC(OC(CCCC(=O)OCCSCCCCCC)CCCC(OCCSCCCCCC)=O)=O)CCN(CC)CC)=O)CCCC(=O)OCCSCCCCCC)=O